F[P-](F)(F)(F)(F)F.C(CCCCCC)N1CN(C=C1)C L-1-heptyl-3-methylimidazole hexafluorophosphate